3,4-dihydroxyphenyl pyruvate C(C(=O)C)(=O)OC1=CC(=C(C=C1)O)O